ClC1=CC=C(C=C1)[C@@]1(N(C(C2=CC(=CC(=C12)F)C(C)(C=C)O)=O)CC1=CC=C(C=N1)C#N)OCC1(CC1)CO 6-{[(1R)-1-(4-Chlorophenyl)-7-fluoro-5-(2-hydroxybut-3-en-2-yl)-1-{[1-(hydroxymethyl)cyclopropyl]methoxy}-3-oxo-2,3-dihydro-1H-isoindol-2-yl]methyl}pyridin-3-carbonitril